The molecule is conjugate base of L-serine O-sulfate having the carboxylic acid and sulfate functions in anionic form and a protonated nitrogen. It is a conjugate base of a L-serine O-sulfate. C([C@@H](C(=O)[O-])[NH3+])OS(=O)(=O)[O-]